O=C1NC(CCC1N1C(C2=CC(=CC(=C2C1)NC(C)=O)C(F)(F)F)=O)=O N-(2-(2,6-dioxopiperidin-3-yl)-1-oxo-6-(trifluoromethyl)isoindolin-4-yl)acetamide